COC(=O)[C@@H]1CC[C@@H](CC1)O (cis)-4-hydroxycyclohexanecarboxylic acid methyl ester